7-isopropoxy-2-(1-methyl-2-Oxabicyclo[2.2.1]hept-4-yl)imidazo[1,2-a]pyridine-6-carboxylic acid C(C)(C)OC1=CC=2N(C=C1C(=O)O)C=C(N2)C21COC(CC2)(C1)C